N-Ethyl-2-(7-fluoro-5-methyl-1H-indol-3-yl)-2-oxo-N-propylacetamide C(C)N(C(C(=O)C1=CNC2=C(C=C(C=C12)C)F)=O)CCC